NC1=CC=CC(=N1)S(=O)(=O)NC(=O)C=1C(=NC(=CC1)C=1C=NC=C(C1)OC)OC1=C(C=C(C=C1C)C)C N-[(6-Amino-2-pyridyl)sulfonyl]-6-(5-methoxy-3-pyridyl)-2-(2,4,6-trimethylphenoxy)pyridin-3-carboxamid